4'-fluoro-2-hydroxyacetophenone FC1=CC=C(C=C1)C(CO)=O